4-(chloromethyl)-2-(5-fluoro-7-nitro-1H-indol-2-yl)oxazole ClCC=1N=C(OC1)C=1NC2=C(C=C(C=C2C1)F)[N+](=O)[O-]